ClC1=C(C=C(C=C1)C1CCN(CC1)C1=C(C=C(N)C=C1)F)OC 4-(4-(4-Chloro-3-methoxyphenyl)piperidin-1-yl)-3-fluoroaniline